FC1=C(C=CC(=C1)F)C=1N2C(SC1)=NC(=C2)C(=O)N[C@@H]2C(N(C1=C(OC2)C=CC(=N1)C#CC(C)(C)O)C)=O (S)-3-(2,4-difluorophenyl)-N-(7-(3-hydroxy-3-methylbut-1-yn-1-yl)-5-methyl-4-oxo-2,3,4,5-tetrahydropyrido[3,2-b][1,4]oxazepine-3-yl)imidazo[2,1-b]thiazole-6-carboxamide